FC(C(=O)O)(F)F.ClC=1C(=CC(=C(C1)S(=O)(=O)NC=1N=CSC1)F)NCC=1C=CC=C2C=CN=CC12 5-chloro-2-fluoro-4-((isoquinolin-8-ylmethyl)amino)-N-(thiazol-4-yl)benzenesulfonamide 2,2,2-trifluoroacetate